ClC1=C(C(=NC2=C(C(=C(C=C12)CCC#N)C1=C(C(=CC=C1)Cl)Cl)F)C)C(=O)[O-] chloro-6-(2-cyanoethyl)-7-(2,3-dichlorophenyl)-8-fluoro-2-methylquinoline-3-carboxylate